(3R,4R)-tert-butyl 3-hydroxy-4-isobutylpyrrolidine-1-carboxylate O[C@H]1CN(C[C@H]1CC(C)C)C(=O)OC(C)(C)C